C12(CCC(CC1)C2)C(C(=O)N)=C norbornyl-acrylamide